4-cyclopropoxy-6-fluoropyridine-3-carboxylic acid C1(CC1)OC1=C(C=NC(=C1)F)C(=O)O